ethoxy(2-fluoroethoxy)methane C(C)OCOCCF